C(C1=CC=CC=C1)SC=1C=C(C=2N(C1)C(=NN2)C(=O)NN)Br 6-(benzylthio)-8-bromo-[1,2,4]triazolo[4,3-a]pyridine-3-carbohydrazide